(R)-1-[(S)-tert-butylsulfinyl]-2-(4-methoxybenzyl)-4-methylenepyrrolidine C(C)(C)(C)[S@](=O)N1[C@@H](CC(C1)=C)CC1=CC=C(C=C1)OC